methyl 4-[4-(2,2-dimethoxyethyl)-piperidin-1-yl]-2-formylbenzoate COC(CC1CCN(CC1)C1=CC(=C(C(=O)OC)C=C1)C=O)OC